Bis(octadecyl)pentaerythritol diphosphite OP(O)OP(O)O.C(CCCCCCCCCCCCCCCCC)C(O)(C(CO)(CO)CO)CCCCCCCCCCCCCCCCCC